tert-butyl (4-(hydroxymethyl)-5-methylpyridin-2-yl)(4-methoxybenzyl)carbamate OCC1=CC(=NC=C1C)N(C(OC(C)(C)C)=O)CC1=CC=C(C=C1)OC